6-(3-Chloro-1-propoxy)quinoline-4-carboxylic acid ClCCCOC=1C=C2C(=CC=NC2=CC1)C(=O)O